C=1N=CN2C1C1=CC=CC=C1[C@@H]2[C@@H]2[C@H](CC21CCC1)O (1R,2S)-1-((S)-5H-imidazo[5,1-a]isoindol-5-yl)spiro[3.3]heptan-2-ol